ClC=1C(=CC(=C(C=O)C1)OCC1CCCCC1)OCC1=C(C(=CC=C1)C1=CC2=C(OCCO2)C=C1)C 5-chloro-2-(cyclohexylmethoxy)-4-((3-(2,3-dihydrobenzo[b][1,4]dioxin-6-yl)-2-methylbenzyl)oxy)benzaldehyde